O=C1NC2=C(N1)C=CC=C2C(C2=CC=C(C=C2)C(C)C)NC(=O)C2C(CCC2)C(=O)O 2-{[(2-oxo-2,3-dihydro-1H-1,3-benzodiazol-4-yl)[4-(propan-2-yl)phenyl]methyl]carbamoyl}cyclopentane-1-carboxylic acid